NCCCCCCCCCCO 10-aminodecanol